N-(tetrahydro-2H-pyran-4-yl)-1H-indole-2-carboxamide O1CCC(CC1)NC(=O)C=1NC2=CC=CC=C2C1